3-(hydroxyimino)-1,2,3,9-tetrahydro-4H-carbazol-4-one ON=C1CCC=2NC3=CC=CC=C3C2C1=O